(rac)-2'-[6-amino-5-(3-fluorophenyl)pyridin-3-yl]-N-ethyl-5',6'-dihydrospiro[pyrrolidine-3,4'-pyrrolo[1,2-b]pyrazole]-1-carboxamide NC1=C(C=C(C=N1)C=1C=C2N(N1)CC[C@]21CN(CC1)C(=O)NCC)C1=CC(=CC=C1)F |r|